3-ethynyl-N-((3S,4R)-3-fluoro-1-methylpiperidin-4-yl)-2-(3-((2-methoxy-4-(methylsulfonyl)phenyl)amino)prop-1-yn-1-yl)-2H-indazol-7-amine C(#C)C=1N(N=C2C(=CC=CC12)N[C@H]1[C@H](CN(CC1)C)F)C#CCNC1=C(C=C(C=C1)S(=O)(=O)C)OC